1-phenyl-benzopyrrolizidine C1(=CC=CC=C1)C1CCN2CC3=C(C12)C=CC=C3